C(C)(C)(C)NC=1SC(=CN1)C(=O)NC1=C(C=CC(=C1)C(N[C@@H]1[C@H](CCCC1)O)=O)C 2-(Tert-butylamino)-N-(5-{[(1S,2S)-2-hydroxycyclohexyl]carbamoyl}-2-methylphenyl)-1,3-thiazole-5-carboxamide